3-(3-(ethoxycarbonyl)-1-(2-Cyclopropoxyethyl)thioureido)-1H-pyrrole-2-carboxylic acid ethyl ester C(C)OC(=O)C=1NC=CC1N(C(=S)NC(=O)OCC)CCOC1CC1